C(C1=CC=CC=C1)N1CCCN(CCN(CCC1)CC1=C(C(=CC(=C1)C)CN)O)CC1=C(C(=CC(=C1)C)CN)O 2'-[(8-benzyl-1,4,8-triazacycloundecane-1,4-diyl)bis(methylene)]bis[6-(aminomethyl)-4-methylphenol]